C(C)(C)(C)OC(=O)N1CCC2(C(=CC=3C(=C4C(NCC4=CC3)=O)O2)C2C(NC(CC2)=O)=O)CC1 (2,6-Dioxopiperidin-3-yl)-9'-oxo-8',9'-dihydro-7'H-spiro[piperidine-4,2'-pyrano[2,3-e]isoindole]-1-carboxylic acid tert-butyl ester